4-(4,5-dimethyl-1,3,2-dioxaborolan-2-yl)-1-isopropyl-1H-pyrazole CC1OB(OC1C)C=1C=NN(C1)C(C)C